S1C2=C(C(=C1)C(=O)NC=1C=C(C=C3C(NC(C13)C1=C(C=CC=C1)C)=O)C(=O)NC)C=CC=C2 7-(benzo[b]thiophene-3-carboxamido)-N-methyl-3-oxo-1-(o-tolyl)isoindoline-5-carboxamide